ClCCCC1([NH2+]CCC1)C(=O)OC Methyl 2-(3-chloropropyl)pyrrolidin-1-ium-2-carboxylate